C(CCCCCCCCCCCCC)(=O)OC[C@H](COP(=O)(O)OCC(COC(CCN(C)C(=O)OC(C)(C)C)=O)OC(CCN(C)C(=O)OC(C)(C)C)=O)OC(CCCCCCCCCCCCC)=O (2R)-3-(((2,3-bis((3-((tert-butoxycarbonyl)(methyl)amino)propanoyl)oxy)propoxy)(hydroxy)phosphoryl)oxy)-propane-1,2-diyl ditetradecanoate